C(CCCCCCCCCCC)OC[C@@H](OCCCCCCCCCCCC)COP(=O)(O)OCC[N+](C)(C)C 1,2-didodecyl-sn-glycero-3-phosphorylcholine